4',5',6'-tris(3,6-diphenyl-9H-carbazol-9-yl)-[1,1':3',1''-terphenyl]-2'-carbonitrile C1(=CC=CC=C1)C=1C=CC=2N(C3=CC=C(C=C3C2C1)C1=CC=CC=C1)C1=C(C(=C(C(=C1N1C2=CC=C(C=C2C=2C=C(C=CC12)C1=CC=CC=C1)C1=CC=CC=C1)N1C2=CC=C(C=C2C=2C=C(C=CC12)C1=CC=CC=C1)C1=CC=CC=C1)C1=CC=CC=C1)C#N)C1=CC=CC=C1